O[C@@H]1CN(CC1)CC1=CC2=C(C(N(C=C2C(F)(F)F)C2=CC(=CC=C2)C2(CCC2)C2=NN=CN2C)=O)N1 2-[[(3S)-3-hydroxypyrrolidin-1-yl]methyl]-6-[3-[1-(4-methyl-1,2,4-triazol-3-yl)cyclobutyl]phenyl]-4-(trifluoromethyl)-1H-pyrrolo[2,3-c]pyridin-7-one